Cl.FC1=C(C=CC(=C1F)OC)C1=CN=C2N1C=CN=C2NC2=CC(=C(C(=O)N1CCN(CC1)C(=O)[C@H]1NC[C@@H](C1)F)C=C2)C (4-(4-((3-(2,3-difluoro-4-methoxyphenyl)imidazo[1,2-a]pyrazin-8-yl)amino)-2-methylbenzoyl)piperazin-1-yl)((2S,4R)-4-fluoropyrrolidin-2-yl)methanone hydrochloride